methyl 2-amino-2-(4-fluoro-3-(trifluoromethoxy)phenyl)acetate NC(C(=O)OC)C1=CC(=C(C=C1)F)OC(F)(F)F